4-(4'-phenoxy-[1,1'-biphenyl]-4-yl)-1H-1,2,3-triazole-5-carboxylic acid O(C1=CC=CC=C1)C1=CC=C(C=C1)C1=CC=C(C=C1)C=1N=NNC1C(=O)O